4-fluoro-1-(methylsulfonyl)-2-(trifluoromethyl)benzene FC1=CC(=C(C=C1)S(=O)(=O)C)C(F)(F)F